NC1=NNC2=C(C=C(C=C12)C1=CC(=NC=C1)NC(C)=O)C1=CC=NC=C1 N-(4-(3-amino-7-(pyridin-4-yl)-1H-indazol-5-yl)pyridin-2-yl)acetamide